6-isopropylaniline C(C)(C)C1=CC=CC=C1N